2-(mercaptomethyl)pentanedioic acid SCC(C(=O)O)CCC(=O)O